FC(OC=1C=C(C=CC1F)C1=CN=C2C(=N1)NN=C2)F 6-(3-(difluoromethoxy)-4-fluorophenyl)-1H-pyrazolo[3,4-b]pyrazine